C(N)(=O)C1=CC(=NC(=C1C=1C=C2C=NN(C2=CC1F)CC(C)(C)O)Cl)N1CCC(CC1)NC(OC(C)(C)C)=O tert-butyl (1-(4-carbamoyl-6-chloro-5-(6-fluoro-1-(2-hydroxy-2-methylpropyl)-1H-indazole-5-yl)pyridin-2-yl)piperidin-4-yl)carbamate